7-bromo-5-chloro-1-isopropyl-N-methyl-4-oxo-1,4-dihydroquinoline-2-carboxamide BrC1=CC(=C2C(C=C(N(C2=C1)C(C)C)C(=O)NC)=O)Cl